2,2-difluoro-N-[(2R,3S)-1-[1-(1-methyl-6-oxo-3-pyridyl)indazol-5-yl]-5-oxo-2-phenyl-pyrrolidin-3-yl]propanamide FC(C(=O)N[C@@H]1[C@H](N(C(C1)=O)C=1C=C2C=NN(C2=CC1)C1=CN(C(C=C1)=O)C)C1=CC=CC=C1)(C)F